1-(6-methoxypyridin-3-yl)piperazine trifluoroacetate FC(C(=O)O)(F)F.COC1=CC=C(C=N1)N1CCNCC1